dimethoxyphthalimide COC=1C(=C2C(C(=O)NC2=O)=CC1)OC